C(N)([S-])=S.OC(C[NH3+])O dihydroxyethyl-ammonium dithiocarbamate